N-((S)-4-(benzylamino)-1-((3S,5R)-5-methyl-2-oxopyrrolidin-3-yl)-3,4-dioxobutan-2-yl)-5-chloro-2-(4,4,4-trifluorobutanamido)benzamide C(C1=CC=CC=C1)NC(C([C@H](C[C@H]1C(N[C@@H](C1)C)=O)NC(C1=C(C=CC(=C1)Cl)NC(CCC(F)(F)F)=O)=O)=O)=O